2-(4-(5-chloro-2-(4-chloro-1H-1,2,3-triazol-1-yl)phenyl)-2,5-dioxapiperazin-1-yl)-3-(2,4-difluorophenyl)-N-(2-methyl-2H-indazol-5-yl)propanamide ClC=1C=CC(=C(C1)N1CON(CO1)C(C(=O)NC1=CC2=CN(N=C2C=C1)C)CC1=C(C=C(C=C1)F)F)N1N=NC(=C1)Cl